C1(=CC=CC=C1)C1=C(C(=NN=N1)C=1C(=C(C=CC1)C1=NC=CC=C1)C1=C(C=CC=2SC3=C(C21)C=CC=C3)C3=CC=CC=C3)C3=CC=CC=C3 (diphenyltriazinyl)(phenyldibenzothiophenyl)(pyridinyl)benzene